C(C)OP(=O)(C)C1=CC=C(C=C1)[C@H]1N(CC[C@H](C1)C)C(=O)OC(C)(C)C (2S,4R)-tert-Butyl 2-(4-(ethoxy (methyl) phosphoryl) phenyl)-4-methylpiperidine-1-carboxylate